(R)-2-(4-(5-carbamoyl-4-oxo-1,4-dihydro-1,6-naphthyridin-2-yl)-2-chloro-5-methylphenyl)-3,3,3-trifluoro-2-methylpropanoic acid C(N)(=O)C1=C2C(C=C(NC2=CC=N1)C1=CC(=C(C=C1C)[C@](C(=O)O)(C(F)(F)F)C)Cl)=O